ClC1=C(C=C(C(=C1)F)OC)C1=CC=2N(C(N(C(C2S1)=O)C=1C2=C(C=NC1)C=NN2C)=O)COCC[Si](C)(C)C 6-(2-chloro-4-fluoro-5-methoxyphenyl)-3-(1-methyl-1H-pyrazolo[4,3-c]pyridin-7-yl)-1-((2-(trimethylsilyl)ethoxy)methyl)thieno[3,2-d]pyrimidine-2,4(1H,3H)-dione